N-(4-bromopyridin-2-yl)-3-(1,1-dioxo-1λ6-thiomorpholin-4-yl)propanamide BrC1=CC(=NC=C1)NC(CCN1CCS(CC1)(=O)=O)=O